FC1(CCC(CC1)NS(=O)(=O)C1=CC2=C(N=C(S2)N2C3CN(CC2CC3)CC)C=C1)F N-(4,4-difluorocyclohexyl)-2-(3-ethyl-3,8-diazabicyclo[3.2.1]octan-8-yl)benzo[d]thiazole-6-sulfonamide